C(CCCCCCCCCCCCCCC)[N+](CC)(C)C cetyldimethylethylammonium